ClC1=C(C(=C(C=C1OC)OC)Cl)C1CCC=2C(=NNC2C1)C1=C(C=C(C=C1)C(CN(C)C)NC)[N+](=O)[O-] (4-(6-(2,6-dichloro-3,5-dimethoxyphenyl)-4,5,6,7-tetrahydro-1H-indazol-3-yl)-3-nitrophenyl)-N1,N2,N2-trimethylethane-1,2-diamine